NC1=C(SC2=NC(=CC(=C21)C(F)(F)F)C)C(=O)O 3-amino-6-methyl-4-(trifluoromethyl)thieno[2,3-b]pyridine-2-carboxylic acid